ClC=1C=C2C=C(NC2=CC1C1=NC=C(N=C1)OC)CNC(C[C@@H]1OCC1)=O N-{[5-chloro-6-(5-methoxy-2-pyrazinyl)-2-indolyl]methyl}[(R)-2-oxetanyl]acetamide